[1,4'-bipiperidin]-2-one hydrochloride Cl.N1(C(CCCC1)=O)C1CCNCC1